bis-[2-(phenylsulfonyloxy)-4-ethyl-phenyl]urea C1(=CC=CC=C1)S(=O)(=O)OC1=C(C=CC(=C1)CC)NC(NC1=C(C=C(C=C1)CC)OS(=O)(=O)C1=CC=CC=C1)=O